C(N)(=O)C1=NC(=CC=C1N1CCC(CC1)(C(=O)O)C=1C=CC(=NC1)C=1C(=NC=CC1)OCC)C(F)(F)F 1-[2-carbamoyl-6-(trifluoromethyl)pyridin-3-yl]-4-{2'-ethoxy-[2,3'-bipyridin]-5-yl}piperidine-4-carboxylic acid